C(C)(C)(C)OC(=O)N1CCC(CC1)(O)CC1=NC=C(C=C1)Cl.C(C1=CC=CC=C1)OC1=C(C(=O)NC2=CC(=CC=C2)C(=O)N2CCOCC2)C=CC=C1 2-(benzyloxy)-N-(3-(morpholine-4-carbonyl)phenyl)benzamide tert-butyl-4-[(5-chloro-2-pyridyl)methyl]-4-hydroxy-piperidine-1-carboxylate